(2S)-1-{2-[(3-hydroxy-1-adamantyl)amino]acetyl}pyrrolidine-2-carbonitrile OC12CC3(CC(CC(C1)C3)C2)NCC(=O)N2[C@@H](CCC2)C#N